C(C)O[Si](CCCNC1=NC(=NC(=N1)N)N)(OCC)OCC N-[3-(triethoxysilyl)propyl]-[1,3,5]triazin-2,4,6-triamine